6-(4-nitropyrazol-1-yl)-2-azaspiro[3.3]heptane-2-carboxylic acid tert-butyl ester C(C)(C)(C)OC(=O)N1CC2(C1)CC(C2)N2N=CC(=C2)[N+](=O)[O-]